C(C)(C)C1=NC(=CC(=C1NC(=O)N(S(=O)(=N)C=1C=NN2C1OCCC2)C(C2=CC=CC=C2)(C2=CC=CC=C2)C2=CC=CC=C2)C(C)C)OC N-((2,4-diisopropyl-6-methoxypyridin-3-yl)carbamoyl)-N-trityl-6,7-dihydro-5H-pyrazolo[5,1-b][1,3]oxazine-3-sulfonimidamide